tert-butyl N-[(3R)-5-[(4-chlorophenyl)methyl]-8-fluoro-1,1,4-trioxo-7-[5-[1-(trifluoromethyl)cyclopropyl]-1,3,4-oxadiazol-2-yl]-2,3-dihydro-1λ6,5-benzothiazepin-3-yl]carbamate ClC1=CC=C(C=C1)CN1C([C@H](CS(C2=C1C=C(C(=C2)F)C=2OC(=NN2)C2(CC2)C(F)(F)F)(=O)=O)NC(OC(C)(C)C)=O)=O